FC=1C=C(C=CC1F)S(=O)(=O)NC=1C(=C(C(=CC1)F)C=1C=C2C=NC(=NC2=CC1)NC(C(C)(C)C)=O)F N-(6-(3-(3,4-difluorophenylsulfonamido)-2,6-difluorophenyl)quinazolin-2-yl)pivalamide